phenoxyl-ethanol O(C1=CC=CC=C1)C(C)O